3-hydroxy-3-[(S)-1-((S)-2-hydroxy-1-phenyl-ethyl)-piperidin-2-yl]azetidine OC1(CNC1)[C@H]1N(CCCC1)[C@H](CO)C1=CC=CC=C1